Tri-Hexylamine Citrate C(CC(O)(C(=O)O)CC(=O)O)(=O)O.C(CCCCC)N(CCCCCC)CCCCCC